N-(1-(10H-phenothiazin-10-yl)propan-2-yl)-N,N-dimethylpentan-1-aminium bromide [Br-].C1=CC=CC=2SC3=CC=CC=C3N(C12)CC(C)[N+](CCCCC)(C)C